OC(CNC1=CC=2N(C(=C1)C1=CC=C(C#N)C=C1)N=CN2)(C)C 4-{7-[(2-hydroxy-2-methylpropyl)amino]-[1,2,4]triazolo[1,5-a]pyridin-5-yl}benzonitrile